N-(6-amino-5-ethylpyridin-3-yl)-2-((5S)-5-methyl-2-(2'-oxospiro[cyclopropane-1,3'-indolin]-6'-yl)piperidin-1-yl)-2-oxoacetamide NC1=C(C=C(C=N1)NC(C(=O)N1C(CC[C@@H](C1)C)C1=CC=C2C3(C(NC2=C1)=O)CC3)=O)CC